(R)-sec-butanol [C@@H](C)(CC)O